(1S,3S,4R)-3-(tert-butoxycarbonylamino)-4-[tert-butyl(dimethyl)silyl]oxy-cyclopentanecarboxylic acid C(C)(C)(C)OC(=O)N[C@H]1C[C@@H](C[C@H]1O[Si](C)(C)C(C)(C)C)C(=O)O